N[C@H]1CN(CCC1)CC1=CC(=NC=C1)C(=O)NC1=CC(=C(C=C1)C1=CC2=C(N=CN=C2N2CCOCC2)N1)F (R)-4-((3-aminopiperidin-1-yl)methyl)-N-(3-fluoro-4-(4-morpholino-7H-pyrrolo[2,3-d]pyrimidin-6-yl)phenyl)picolinamide